6-(cyclopropylmethoxy)-N-[(2S)-1-{[3-fluoro(3,3-dideuterio)propyl]oxy}propan-2-yl]-5-(3-methoxyazetidin-1-yl)pyridine-2-carboxamide C1(CC1)COC1=C(C=CC(=N1)C(=O)N[C@H](COCCC([2H])([2H])F)C)N1CC(C1)OC